methyl (2R,3R)-2-methyl-1-((R)-1-phenylethyl)pyrrolidine-3-carboxylate C[C@H]1N(CC[C@H]1C(=O)OC)[C@H](C)C1=CC=CC=C1